ClC1=C(C=C(C=C1)N(C(=O)[C@H]1N(CCC1)C1=NC(=CC(=C1)C(F)(F)F)C)CCCN1CCCC1)F (S)-N-(4-chloro-3-fluorophenyl)-1-(6-methyl-4-(trifluoromethyl)pyridin-2-yl)-N-(3-(pyrrolidin-1-yl)propyl)pyrrolidine-2-carboxamide